C(C)(=O)NCCC(=O)NC1=NN(C=2C=CC=C(C12)C1=C(C=C2C=NN(C2=C1)C)F)CC(=O)O [3-(3-acetamidopropanamido)-5'-fluoro-1'-methyl-[4,6'-biindazol]-1-yl]acetic acid